ethyl 3-[1-[3-(benzyloxy)propyl]-4-methyl-1H-benzotriazol-5-yl]-3-[3-(hydroxymethyl)-4-methylphenyl]propanoate C(C1=CC=CC=C1)OCCCN1N=NC2=C1C=CC(=C2C)C(CC(=O)OCC)C2=CC(=C(C=C2)C)CO